C1(CC1)N1C(=NC=C1C1=CC=CC=C1)C(=O)C1=CC=CC=C1 (1-cyclopropyl-5-phenyl-1H-imidazol-2-yl)(phenyl)methanone